N1=CC=C(C=C1)B(O)O 4-pyridineboronic acid